O=C1NC(CC[C@@H]1N1C(C2=CC=CC(=C2C1=O)NCC(=O)N1CCC(CC1)CCNC1=C2N=CN(C2=NC=N1)C1CC(C1)NC(C1=NC(=CC=C1)C)=O)=O)=O N-((1s,3s)-3-(6-((2-(1-((2-(2,6-dioxopiperidin-3-yl)-1,3-dioxoisoindoline-4-yl)glycyl)piperidin-4-yl)ethyl)amino)-9H-purin-9-yl)cyclobutyl)-6-methylpicolinamide